[Si](C)(C)(C(C)(C)C)OCCCNCC1=C(C=CC(=C1)[N+](=O)[O-])F 3-((tert-butyldimethylsilyl)oxy)-N-(2-fluoro-5-nitrobenzyl)propan-1-amine